4-Methylbenzenesulfonic acid 3,3-difluoropropyl ester FC(CCOS(=O)(=O)C1=CC=C(C=C1)C)F